N-[(2R)-1,4-dioxan-2-ylmethyl]-8-methyl-2-(pyridin-4-ylmethyl)-4,5-dihydro-2H-furo[2,3-g]indazole-7-carboxamide O1[C@@H](COCC1)CNC(=O)C1=C(C2=C(CCC3=CN(N=C23)CC2=CC=NC=C2)O1)C